C1(=CCCC1)C(=O)N1CC(C1)C1=NN(C2=NC=CC(=C21)CO)C2=CC=C(C=C2)OC(F)(F)F Cyclopent-1-en-1-yl-(3-(4-(hydroxymethyl)-1-(4-(trifluoromethoxy)phenyl)-1H-pyrazolo[3,4-b]pyridin-3-yl)azetidin-1-yl)methanone